11-chloro-13-methyl-5,6-dihydro-14H-pyrazino[2'',3'':5',6']pyrido[2',3':3,4]pyrazolo[1,2-a]cinnoline ClC=1C=NC=2C(=C(C3=C(N4N(C=5C=CC=CC5CC4)C3)N2)C)N1